N-(4-(5-(2,4-bis(trifluoromethyl)benzyl)-2-(2,6-diethylphenyl)-4,5,6,7-tetrahydro-2H-pyrazolo[4,3-c]pyridin-3-yl)-2,5-difluorophenyl)acetamide FC(C1=C(CN2CC=3C(CC2)=NN(C3C3=CC(=C(C=C3F)NC(C)=O)F)C3=C(C=CC=C3CC)CC)C=CC(=C1)C(F)(F)F)(F)F